FC=1C=C(CC2=CC(=NC=C2)N2N=CC(=C2)C(=O)OC)C=C(C1)C(F)(F)F methyl 1-(4-(3-fluoro-5-(trifluoromethyl)benzyl)pyridin-2-yl)-1H-pyrazole-4-carboxylate